ClC=1C=C2C(=CC(=NC2=CC1)C(F)(F)F)N[C@@H]1C[C@@H](CCC1)NC(=O)N1CCN(CC1)C(C(C)C)=O N-((1R,3S)-3-((6-chloro-2-(trifluoromethyl)quinolin-4-yl)amino)cyclohexyl)-4-isobutyrylpiperazine-1-carboxamide